FC1(CCC(CC1)N1C(=NC2=C1C=C(C=C2)C=2C(=C(C(=O)N)C=CC2NS(=O)(=O)CCO)N2CCC1(CC1)CC2)C)F (1-(4,4-difluorocyclohexyl)-2-methyl-1H-benzimidazol-6-yl)-4-(2-hydroxyethylsulfonamido)-2-(6-azaspiro[2.5]oct-6-yl)benzamide